Cl.NCCOCCOCCC1=CC=C(C=C1)NCC#CC=1N(C=2C=CC=C(C2C1)NC1CCN(CC1)C)CC(F)(F)F 2-{3-[(4-{2-[2-(2-aminoethoxy)ethoxy]ethyl}phenyl)amino]prop-1-yn-1-yl}-N-(1-methylpiperidin-4-yl)-1-(2,2,2-trifluoroethyl)-1H-indol-4-amine hydrochloride